3,4-dihydro-2-amino-6-methyl-4-oxoquinazoline NC1=NC2=CC=C(C=C2C(N1)=O)C